nicotine monotartrate salt C(=O)(O)C(O)C(O)C(=O)O.N1=CC=CC(=C1)C1N(C)CCC1